2-amino-9-[(2R,6S)-6-[[bis(4-methoxyphenyl)-phenyl-methoxy]methyl]-6-(triisopropylsilyloxymethyl)-1,4-dioxan-2-yl]-1H-purin-6-one NC=1NC(C=2N=CN(C2N1)[C@@H]1O[C@](COC1)(CO[Si](C(C)C)(C(C)C)C(C)C)COC(C1=CC=CC=C1)(C1=CC=C(C=C1)OC)C1=CC=C(C=C1)OC)=O